C(C1=CC=CC=C1)[C@H]1[C@H]2C[C@H]2CN1C1=NC(=CC(N1)=O)N1C[C@H](OCC1)C 2-((1S,2S,5R)-2-benzyl-3-azabicyclo[3.1.0]hexan-3-yl)-6-((R)-2-methylmorpholino)pyrimidin-4(3H)-one